methyl 5-amino-3-bromo-2-fluoro-6-methyl-benzoate NC=1C=C(C(=C(C(=O)OC)C1C)F)Br